6-amino-1-ethyl-3,3-dimethyl-2-oxoindoline-5-carboxylic acid methyl ester COC(=O)C=1C=C2C(C(N(C2=CC1N)CC)=O)(C)C